CN1CCN(CC1)C1=CC=C(C=C1)NC=1C=NC2=CC=C(C=C2C1)C=1C(=NNC1)C1=NC(=CC=C1)C N-[4-(4-methylpiperazin-1-yl)phenyl]-6-[3-(6-methyl-2-pyridyl)-1H-pyrazol-4-yl]quinolin-3-amine